2-(7-chloro-3-cyclopropyl-2-oxo-5-phenyl-2,3-dihydro-1H-benzo[e][1,4]diazepin-1-yl)acetic acid methyl ester COC(CN1C(C(N=C(C2=C1C=CC(=C2)Cl)C2=CC=CC=C2)C2CC2)=O)=O